Biphenyl-4,4'-dicarboxylat C1(=CC=C(C=C1)C(=O)[O-])C1=CC=C(C=C1)C(=O)[O-]